CN(C(CC1CCN(CC1)C(=O)OCCCC)=O)C butyl 4-[2-(dimethylamino)-2-oxo-ethyl]piperidine-1-carboxylate